C[C@H]1OCCCN2N=CC(C3=NNC=4C=CC(O[C@@H](C1)C)=CC34)=C2 (10R,12R)-10,12-dimethyl-9,13-dioxa-4,5,18,19-tetraazatetracyclo[12.5.2.12,5.017,20]docosa-1(19),2(22),3,14(21),15,17(20)-hexaene